tert-butyl 2-(4-(3-((1-(tetrahydro-2H-pyran-2-yl)-1H-indazol-5-yl)amino)-1H-indazol-1-yl)phenoxy)acetate O1C(CCCC1)N1N=CC2=CC(=CC=C12)NC1=NN(C2=CC=CC=C12)C1=CC=C(OCC(=O)OC(C)(C)C)C=C1